isostearyl-(tetramethyl-pentadecane) C(CCCCCCCCCCCCCCC(C)C)C(C(C)(C)C)(CCCCCCCCCCCCC)C